2-(4-(tert-Butyl)phenyl)-4-methylquinoline-7-carboxylic acid C(C)(C)(C)C1=CC=C(C=C1)C1=NC2=CC(=CC=C2C(=C1)C)C(=O)O